(S)-1-methoxy-1-oxo-4-phenylbutan-2-aminium chloride [Cl-].COC([C@H](CCC1=CC=CC=C1)[NH3+])=O